CC1=NN(C(=C1)C)C=1C=C(C=C(C1)OC)O 3-(3,5-dimethyl-1H-pyrazol-1-yl)-5-methoxyphenol